(S)-Tert-butylsulfinamide C(C)(C)(C)[S@](=O)N